9,9'-(4-(3-(6-methylpyridin-2-yl)phenyl)pyridine-2,6-diyl)bis(N4,N4,N5,N5-tetraphenyl-9H-carbazole-4,5-diamine) CC1=CC=CC(=N1)C=1C=C(C=CC1)C1=CC(=NC(=C1)N1C=2C=CC=C(C2C=2C(=CC=CC12)N(C1=CC=CC=C1)C1=CC=CC=C1)N(C1=CC=CC=C1)C1=CC=CC=C1)N1C=2C=CC=C(C2C=2C(=CC=CC12)N(C1=CC=CC=C1)C1=CC=CC=C1)N(C1=CC=CC=C1)C1=CC=CC=C1